O1C(=CC=C1)C1=NN2C(=NC3=C(C2=N1)C=NN3)N 2-(furan-2-yl)-7H-pyrazolo-[4,3-e][1,2,4]-triazolo[1,5-c]pyrimidine-5-amine